CC1=C(C(=CC=C1)C)C=1C(=O)NC(C1)=O 2,6-dimethylphenylmaleimide